2-(4-(6-(tert-butylsulfonyl)-7-methoxyimidazo[1,2-a]pyridin-3-yl)-1H-pyrazol-1-yl)ethan-1-ol C(C)(C)(C)S(=O)(=O)C=1C(=CC=2N(C1)C(=CN2)C=2C=NN(C2)CCO)OC